methyl 1-(2-methoxyethyl)-2-(piperazin-1-ylmethyl)-1H-benzimidazole-6-carboxylate COCCN1C(=NC2=C1C=C(C=C2)C(=O)OC)CN2CCNCC2